C(#N)C[C@H]1N(CC[C@@H](C1)N1N=NC=2C(=NC=3C(=C(C(=CC3C21)Cl)C=2C=CC(=C1C=CC=NC21)F)Cl)N2CC(C2)(C)N(C)C)C(=O)OC(C)(C)C tert-butyl (2S,4S)-2-(cyanomethyl)-4-(6,8-dichloro-4-(3-(dimethylamino)-3-methylazetidin-1-yl)-7-(5-fluoroquinolin-8-yl)-1H-[1,2,3]triazolo[4,5-c]quinolin-1-yl)piperidine-1-carboxylate